3,3'-dithiodipropionic acid diethyl ester C(C)OC(CCSSCCC(=O)OCC)=O